(R)-1-(5-(6-chloro-5-(1-(3,5-dichloropyridin-4-yl)ethoxy)-1H-indazol-3-yl)-2-(3,3-dimethylazetidin-1-yl)pyridin-3-yl)-N,N-dimethylmethanamine ClC1=C(C=C2C(=NNC2=C1)C=1C=C(C(=NC1)N1CC(C1)(C)C)CN(C)C)O[C@H](C)C1=C(C=NC=C1Cl)Cl